Ethylalcohol C(C)O